methyl (S)-5-amino-6-((oxetan-2-ylmethyl) amino)picolinate NC=1C=CC(=NC1NC[C@H]1OCC1)C(=O)OC